C(C)OC(C(CC(=O)OCC)CC1=C(C=CC=C1)OCC(C)C)=O 2-isobutoxybenzylsuccinic acid diethyl ester